tert-butyl N-[(2S)-4-(4-{3-[(3-fluoro-2-methoxyphenyl)amino]-4-oxo-1H,5H,6H,7H-pyrrolo[3,2-c]pyridin-2-yl}pyridin-3-yl)but-3-yn-2-yl]carbamate FC=1C(=C(C=CC1)NC1=C(NC2=C1C(NCC2)=O)C2=C(C=NC=C2)C#C[C@H](C)NC(OC(C)(C)C)=O)OC